FC(C1=CC=C(C=C1)C1(CC1)CO)(F)F [1-[4-(trifluoromethyl)phenyl]cyclopropyl]methanol